2-(4-aminophenyl)-1,3-benzothiazole-6-amine NC1=CC=C(C=C1)C=1SC2=C(N1)C=CC(=C2)N